C1(=CC=C(C=C1)N(C=1C=C(C=C(C1)Br)C1=CC=CC=C1)C1=CC=C(C=C1)C1=CC=CC=C1)C1=CC=CC=C1 N,N-bis([1,1'-biphenyl]-4-yl)-5-bromo-[1,1'-biphenyl]-3-amine